ClC=1C=C(C=CC1)[C@@H]1N(OCC1)C1=CC(=NC=N1)NC=1C(=CC(=C(C1)NC(C=C)=O)N1CCN(CC1)C1CC1)OC N-(5-((6-((R)-3-(3-chlorophenyl)isoxazolidine-2-yl)pyrimidine-4-yl)amino)-2-(4-cyclopropylpiperazine-1-yl)-4-methoxyphenyl)acrylamide